acryloyloxypropylhexahydrophthalate C(C=C)(=O)OCCCOC(C1C(C(=O)[O-])CCCC1)=O